cis,cis,cis-1,2,3,4-cyclopentantetracarboxylat C1(C(C(C(C1)C(=O)[O-])C(=O)[O-])C(=O)[O-])C(=O)[O-]